N1(CCCCC1)S(=O)(=O)C=1C=C2C(=CN(C2=CC1)C(C(=O)O)C)Br.NCCOCCOCCC(=O)NC1=C(C(=O)NC2=NC=C(C=C2)C)C=CC=C1 2-(3-(2-(2-Aminoethoxy)ethoxy)propionylamino)-N-(5-methylpyridin-2-yl)benzamide 5-(1-piperidylsulfonyl)(3-bromo-indol-1-yl)propanoate